CC(C)(C)OC(=O)N1CCC(=O)CC1 Boc-Piperidone